C(CO)(=O)O.CN(CCCNC(CCCCCCCCCCCCCCCCC)=O)C N-[3-(dimethylamino)propyl]stearamide glycolate